ClC=1N=C(C2=CC=CC(=C2C1)O)C(=O)OC methyl 3-chloro-5-hydroxyisoquinoline-1-carboxylate